CC1=NC(=NC(=C1)C)N1C[C@@H]2[C@H](CC1)[C@H](NC2)C (1R,3aR,7aS)-5-(4,6-dimethylpyrimidin-2-yl)-1-methyl-octahydro-1H-pyrrolo[3,4-c]pyridine